(4-fluoro-2-methylphenyl)-2-methyl-3-(6-oxo-1,6-dihydropyridin-3-yl)-7-(trifluoromethyl)-2,3-dihydroquinazolin-4(1H)-one FC1=CC(=C(C=C1)N1C(N(C(C2=CC=C(C=C12)C(F)(F)F)=O)C1=CNC(C=C1)=O)C)C